(2-bromoethyl)isoindoline-1,3-dione BrCCN1C(C2=CC=CC=C2C1=O)=O